P(=O)(O)(O)OC1=CC=C(C[C@H](N)C(=O)O)C=C1.[Pt] Platinum Anti-Phospho-tyrosine